NC1=NC=2C=C(C(=CC2C2=C1C=NN2C)C(=O)N([C@@H]2COCC1=C2C=CC(=C1)C(F)(F)F)C)F 4-amino-7-fluoro-N,1-dimethyl-N-((4S)-7-(trifluoromethyl)-3,4-dihydro-1H-2-benzopyran-4-yl)-1H-pyrazolo[4,3-c]quinoline-8-carboxamide